3-{4-[7-(aminocarbonyl)-5-fluoro-2H-indazole-2-yl]phenyl}-1-ethylpiperidinium NC(=O)C1=CC(=CC2=CN(N=C12)C1=CC=C(C=C1)C1C[NH+](CCC1)CC)F